C(C1=CC=CC=C1)OC(=O)N1C[C@@H](CCC1)C(NCC1=NC=CN=C1Cl)=O.ClC=1C=2N(C=CN1)C(=NC2)[C@H]2CN(CCC2)C(=O)OCC2=CC=CC=C2 Benzyl (3R)-3-(8-chloroimidazo[1,5-a]pyrazin-3-yl)piperidine-1-carboxylate Benzyl-(3R)-3-[(3-chloropyrazin-2-yl)methylcarbamoyl]piperidine-1-carboxylate